Triethyl-1-(4-iodophenyl)-4-oxo-1,4-dihydropyridine-2,3,5-tricarboxylate C(C)OC(=O)C=1N(C=C(C(C1C(=O)OCC)=O)C(=O)OCC)C1=CC=C(C=C1)I